methyl 5-methyl-4-(trifluoromethyl)picolinate CC=1C(=CC(=NC1)C(=O)OC)C(F)(F)F